tert-butyl 2-({3-chloro-4-[3-(methoxymethyl)azetidin-1-yl]phenyl}methyl)morpholine-4-carboxylate ClC=1C=C(C=CC1N1CC(C1)COC)CC1CN(CCO1)C(=O)OC(C)(C)C